C12C3CCCCC3OCCCN3CCC[C@]4([C@H]3COC(CC1)CC2)NCCOC4 (1's,3R,17'S,20's)-8',19'-dioxa-12'-azaspiro[morpholine-3,16'-tetracyclo[18.2.2.02,7.012,17]tetracosane]